BrC1=CNC2=NC=C(C=C21)C 3-bromo-5-methyl-1H-pyrrolo[2,3-b]pyridine